FC1=C(C(=C(C(=C1F)F)F)F)[B-](C1=C(C(=C(C(=C1F)F)F)F)F)(C1=C(C(=C(C(=C1F)F)F)F)F)C1=C(C(=C(C(=C1F)F)F)F)F.C[NH+](C1=CC=CC=C1)C N,N-dimethylanilinium tetrakis(perfluorophenyl)borate